NC1=C(C=C(C=N1)NC(C(=O)N1[C@H](CC[C@@H](C1)C)C=1C=C2C=NN(C2=CC1)CCN(C)C)=O)C1CC1 N-(6-amino-5-cyclopropyl-3-pyridyl)-2-[(2R,5S)-2-[1-[2-(dimethylamino)ethyl]indazol-5-yl]-5-methyl-1-piperidyl]-2-oxo-acetamide